CC(CCCOC1=C(C(=O)C2=CC=CC=C2)C=CC=C1)(CC)C (4,4-dimethylhexyloxy)benzophenone